C(S(=O)(=O)CCO)S(=O)(=O)CCO 2'-[methylenedisulfonyl]diethanol